chloro-3'-fluoro-5'-methoxy-6-methyl-(4,4'-bipyridine)-3-carboxamide ClC1=NC(=CC(=C1C(=O)N)C1=C(C=NC=C1OC)F)C